3-(ethylmethyleneamino)-N,N-dimethylpropan-1-amine C(C)C=NCCCN(C)C